N1CC(CCC1)C1=NNC2=CC=CC=C12 3-(Piperidin-3-yl)-1H-indazole